N1=CN=CC2=C1NC1=CC(=CC=C21)S(=O)(=O)N 9H-pyrimido[4,5-b]indole-7-sulfonamide